1-methyl-N-[1-(2-pyrimidin-2-yl-1,2,4-triazol-3-yl)ethyl]-5-(trifluoromethyl)indazol-3-amine CN1N=C(C2=CC(=CC=C12)C(F)(F)F)NC(C)C=1N(N=CN1)C1=NC=CC=N1